FC1=C(C=CC=C1)C=1C=NC=2CCN(CC2C1)C1=C(C(=C(N=N1)C#N)C)C 6-[3-(2-fluorophenyl)-7,8-dihydro-5H-1,6-naphthyridin-6-yl]-4,5-dimethyl-pyridazine-3-carbonitrile